3-[tert-butyl-(diphenyl)silyl]oxy-2-fluoro-2-methyl-propan-1-ol C(C)(C)(C)[Si](OCC(CO)(C)F)(C1=CC=CC=C1)C1=CC=CC=C1